C(CCCCCCCCCC)OCC=C allyl undecyl ether